C=C(C(=O)OCC(CO)(CO)CO)CC1=CC(=C(C(=C1)C(C)(C)C)O)C(C)(C)C pentaerythritol [methylene beta-(3,5-di-tert-butyl-4-hydroxyphenyl) propionate]